(E)-N-((1-(4-(5-(trifluoromethyl)-1,2,4-oxadiazol-3-yl)phenyl)-1H-pyrazol-4-yl)methyl)methanesulfonamide FC(C1=NC(=NO1)C1=CC=C(C=C1)N1N=CC(=C1)CNS(=O)(=O)C)(F)F